(S)-quinuclidin-3-yl (6'-(4-cyclopropylphenyl)-3',4'-dihydro-1'H-spiro[cyclopropane-1,2'-naphthalen]-1'-yl)carbamate C1(CC1)C1=CC=C(C=C1)C=1C=C2CCC3(C(C2=CC1)NC(O[C@@H]1CN2CCC1CC2)=O)CC3